NC1=CC(=C2OC(CCCCC[C@](C3=NN=C(C1=N2)O3)(O)C(F)(F)F)C3CC3)C(F)(F)F (6R)-17-amino-12-cyclopropyl-6,15-bis(trifluoromethyl)-13,19-dioxa-3,4,18-triazatricyclo[12.3.1.12,5]nonadeca-1(18),2,4,14,16-pentaen-6-ol